C1(CC1)C=1N=CC=2C3=C(C=C(C2C1)S(=O)(=O)NCC(C)(C)F)[C@@H](CC3)N3C(=NN=C3)NC=3N(N=C(C3)C)C |o1:22| (7R*)-3-cyclopropyl-7-[3-[(2,5-dimethylpyrazol-3-yl)amino]-1,2,4-triazol-4-yl]-N-(2-fluoro-2-methylpropyl)-8,9-dihydro-7H-cyclopenta[h]isoquinoline-5-sulfonamide